FC=1C=C2C(=NC1NC(OC(C)(C)C)=O)CCO2 tert-butyl N-(6-fluoro-2,3-dihydrofuro[3,2-b]pyridin-5-yl)carbamate